2-(4-bromophenyl)-6-methylbenzo[d]oxazole BrC1=CC=C(C=C1)C=1OC2=C(N1)C=CC(=C2)C